2,4-dimethyl-phenylacetic acid ethyl ester C(C)OC(CC1=C(C=C(C=C1)C)C)=O